3-Benzyl (5S,8S,10aR)-5-[(tert-butoxycarbonyl)amino]-8-[[(1S)-3-carbamoyl-1-(diphenylmethylcarbamoyl)propyl]carbamoyl]-6-oxo-octahydropyrrolo[1,2-a][1,5]diazocine-3-carboxylate C(C)(C)(C)OC(=O)N[C@H]1CN(CC[C@@H]2N(C1=O)[C@@H](CC2)C(N[C@@H](CCC(N)=O)C(NC(C2=CC=CC=C2)C2=CC=CC=C2)=O)=O)C(=O)OCC2=CC=CC=C2